6-acetyl-1-(Cyclopropylmethyl)-1H-pyrrolo[2,3-b]pyridine-2-carboxylic acid methyl ester COC(=O)C1=CC=2C(=NC(=CC2)C(C)=O)N1CC1CC1